F[C@@H]1CN(CC1)C1=NC(=NN1C)CCC1=CC=CC=C1 (S)-5-(3-fluoropyrrolidin-1-yl)-1-methyl-3-phenethyl-1H-1,2,4-triazole